(S)-8-(6-((R)-1-(4'-ethoxy-3-(3-methyl-1H-pyrazol-1-yl)-[1,1'-biphenyl]-4-yl)-2,2,2-trifluoroethoxy)-2-methylpyrimidin-4-yl)-2,8-diazaspiro[4.5]decane-3-carboxylic acid C(C)OC1=CC=C(C=C1)C1=CC(=C(C=C1)[C@H](C(F)(F)F)OC1=CC(=NC(=N1)C)N1CCC2(C[C@H](NC2)C(=O)O)CC1)N1N=C(C=C1)C